1,4-bis(5-amino-3-pyridyl)benzene NC=1C=C(C=NC1)C1=CC=C(C=C1)C=1C=NC=C(C1)N